p-methylstyrenesulfonic acid CC1=CC=C(C=CS(=O)(=O)O)C=C1